tert-butyl 7-(3-ethoxy-1-(4-methyl-1-(2-(2-((methylsulfonyl)oxy)ethoxy)ethyl)-1H-benzo[d][1,2,3]triazol-5-yl)-3-oxopropyl)-3,4-dihydroisoquinoline-2(1H)-carboxylate C(C)OC(CC(C1=C(C2=C(N(N=N2)CCOCCOS(=O)(=O)C)C=C1)C)C1=CC=C2CCN(CC2=C1)C(=O)OC(C)(C)C)=O